(S)-3-(4-fluoro-3-methylphenyl)-1-(8-fluoro-6-oxo-1,4,5,6-tetrahydro-2H-pyrano[3,4-c]isoquinolin-1-yl)-1-isobutyl-urea FC1=C(C=C(C=C1)NC(N(CC(C)C)[C@@H]1COCC=2NC(C=3C=C(C=CC3C21)F)=O)=O)C